(2S,4S)-4-(7-bromo-6-fluoro-8-methyl-4-(methylsulfanyl)-1H-pyrazolo[4,3-c]quinolin-1-yl)-2-(cyanomethyl)piperidine-1-carboxylic acid tert-butyl ester C(C)(C)(C)OC(=O)N1[C@@H](C[C@H](CC1)N1N=CC=2C(=NC=3C(=C(C(=CC3C21)C)Br)F)SC)CC#N